5-(4-fluoro-1-isopropyl-2-methyl-1H-benzo[d]imidazol-6-yl)-N-isopropylpyrrolo[2,1-f][1,2,4]triazin-2-amine FC1=CC(=CC=2N(C(=NC21)C)C(C)C)C=2C=CN1N=C(N=CC12)NC(C)C